bis(1,2-diphenylphosphino)ethane C1=CC=C(C=C1)P(CCP(C2=CC=CC=C2)C3=CC=CC=C3)C4=CC=CC=C4